glutamine-15N2 [15NH2][C@@H](CCC([15NH2])=O)C(=O)O